[N-]=C=O.[N-]=C=O.C1(=CC=CC2=CC=CC=C12)C1=CC=CC2=CC=CC=C12 Binaphthyl diisocyanate